5-[4-bromo-3-[(oxan-2-yloxy)methyl]pyridin-2-yl]-8-thia-5-azatricyclo[7.4.0.0^[2,7]]trideca-1(9),2(7)-dien-6-one BrC1=C(C(=NC=C1)N1CCC=2C=3CCCCC3SC2C1=O)COC1OCCCC1